C(C)C1=CC=C(OCC(=O)N(CC=2SC=CC2)C2=NNC=C2)C=C1 2-(4-ethylphenoxy)-N-(1H-pyrazol-3-yl)-N-(thiophene-2-ylmethyl)acetamide